2-(5-(3-(4-Chloro-3,5-difluorobenzyl)-2-oxopyrrolidin-1-yl)-3-(pyridazin-4-yl)-1H-pyrazol-4-yl)acetonitrile ClC1=C(C=C(CC2C(N(CC2)C2=C(C(=NN2)C2=CN=NC=C2)CC#N)=O)C=C1F)F